1-(3-bromophenyl)-2-((2-chloro-4-methylbenzyl)methylamino)ethanol BrC=1C=C(C=CC1)C(CN(C)CC1=C(C=C(C=C1)C)Cl)O